[Si](C)(C)(C(C)(C)C)OOC[C@@H]1[C@H](C[C@@H](O1)N1C(NC(C(=C1)C)=O)=O)O 1-((2R,4S,5R)-5-(((tert-butyldimethylsilyloxy)oxy)methyl)-4-hydroxytetrahydrofuran-2-yl)-5-methylpyrimidine-2,4(1H,3H)-dione